8-thiabicyclo[3.2.1]octan-3-one oxide C12CC(CC(CC1)S2=O)=O